CC1([C@H]2CN([C@@H]([C@@H]12)C(=O)OC)C(=O)C=1SC=C(N1)C(F)(F)F)C methyl (1R,2S,5S)-6,6-dimethyl-3-[4-(trifluoromethyl)thiazole-2-carbonyl]-3-azabicyclo[3.1.0]hexane-2-carboxylate